4-({6-(3,8-diazabicyclo[3.2.1]octan-3-yl)-2-[(tetrahydro-1H-pyrrolizin-7a(5H)-yl)methoxy]-9H-purin-8-yl}oxy)-5-fluoronaphthalen-2-ol-hydrogen chloride salt Cl.C12CN(CC(CC1)N2)C2=C1N=C(NC1=NC(=N2)OCC21CCCN1CCC2)OC2=CC(=CC1=CC=CC(=C21)F)O